1-(2-ethoxyethyl)piperazine C(C)OCCN1CCNCC1